S1C=C(C=C1)/C=C/C1=NS(OC2=C1C=CC=C2)(=O)=O (E)-4-(3-thienylvinyl)benzoxathiazine 2,2-dioxide